p-propenyl-aniline iridium tin [Sn].[Ir].C(=CC)C1=CC=C(N)C=C1